ClC1=NC=C(C(=N1)NC1CCC1)C#CC1=CC=C(C=C1)NC(OC(C)(C)C)=O tert-butyl (4-((2-chloro-4-(cyclobutylamino)pyrimidin-5-yl)ethynyl)phenyl)carbamate